C12(CC3CC(CC(C1)C3)C2)NCC2C(C2)CNC2=C3C(N(C(=NC3=CC=C2)C)C2C(NC(CC2)=O)=O)=O 3-(5-(((2-((((3s,5s,7s)-adamantan-1-yl)amino)methyl)cyclopropyl)methyl)amino)-2-methyl-4-Oxoquinazolin-3(4H)-yl)piperidine-2,6-dione